The molecule is the organophosphate oxoanion that is 2-(2-carboxy-4-methylthiazol-5-yl)ethyl phosphate protonated to pH 7.3 It is a conjugate base of a 2-(2-carboxy-4-methylthiazol-5-yl)ethyl phosphate. CC1=C(SC(=N1)C(=O)[O-])CCOP(=O)([O-])[O-]